C(#N)C=1C=NN2C1C(=CC(=C2)OCC(C)(C)O)C=2C=CC(=NC2)N2CCC(CC2)(C(=O)NCC2COCCC2)C 1-(5-(3-cyano-6-(2-hydroxy-2-methylpropoxy)pyrazolo[1,5-a]pyridin-4-yl)pyridin-2-yl)-4-methyl-N-((tetrahydro-2H-pyran-3-yl)methyl)piperidine-4-carboxamide